C(C)(C)(C)C1(\C(\C(N(C1)C(=O)O)=O)=C/CN(C)C(=O)OC(C)(C)C)C.C(=O)(O)C1=CC=C(C=C1)C1=C2NC(=C1)C=C1C=CC(=N1)C=C1C=CC(N1)=CC=1C=CC(N1)=C2 p-carboxyphenyl-porphyrin tert-butyl-(3E)-3-{2-[(tert-butoxycarbonyl)(methyl)amino]ethylidene}-4-methyl-2-oxopyrrolidine-1-carboxylate